ortho-fluoronitropyridine oxide FC1=[N+](C=CC=C1[N+](=O)[O-])[O-]